3-(2-methyl-1H-imidazol-5-yl)aniline CC=1NC(=CN1)C=1C=C(N)C=CC1